lauryl methacrylate Phenyl-methacrylate C1(=CC=CC=C1)OC(C(=C)C)=O.C(C(=C)C)(=O)OCCCCCCCCCCCC